NC(=O)N[C@@H](CC(=O)O)C(=O)O N-(aminocarbonyl)aspartic acid